N-(1-((4,4-difluorocyclohexyl)methyl)-1H-indol-5-yl)acrylamide FC1(CCC(CC1)CN1C=CC2=CC(=CC=C12)NC(C=C)=O)F